C(#N)C=1C=NN2C1C(=CC(=C2)C2=CC=C(C=C2)OC2CCN(CC2)C)OC=2C=CC(=NC2)NC(C=C)=O N-(5-((3-cyano-6-(4-((1-methylpiperidin-4-yl)oxy)phenyl)pyrazolo[1,5-a]pyridin-4-yl)oxy)pyridin-2-yl)acrylamide